ClC1=C(C=CC=C1)[C@@H](C(=O)OC)N1CC2=C(CC1)SC(=C2)OC(\C=C\C)=O methyl (S,E)-2-(2-chlorophenyl)-2-(2-(2-butenoyl-oxy)-6,7-dihydrothieno[3,2-c]pyridin-5(4H)-yl)-acetate